4-(tert-butyl)-N-propylbenzamide C(C)(C)(C)C1=CC=C(C(=O)NCCC)C=C1